1,2,3-tripunicyl-glycerol tert-butyl-6-(4-(2,4-dioxo-3-((2-(trimethylsilyl)ethoxy)methyl)tetrahydropyrimidin-1(2H)-yl)-1H-indol-1-yl)-2-azaspiro[3.3]heptane-2-carboxylate C(C)(C)(C)C1N(CC12CC(C2)N2C=CC1=C(C=CC=C21)N2C(N(C(CC2)=O)COCC[Si](C)(C)C)=O)C(=O)O.C(CCCCCCC\C=C/C=C/C=C\CCCC)OCC(OCCCCCCCC\C=C/C=C/C=C\CCCC)COCCCCCCCC\C=C/C=C/C=C\CCCC